2-(7-methylimidazo[1,2-a]pyridin-8-yl)-5-propylbenzene-1,3-diol CC1=C(C=2N(C=C1)C=CN2)C2=C(C=C(C=C2O)CCC)O